ClC1=CC=C(C(=N1)C(=O)O)N[C@@H](C)C=1C=C(C=C2C(N(C(=NC12)N1CC(CC1)(F)F)C)=O)C (S)-6-chloro-3-((1-(2-(3,3-difluoropyrrolidin-1-yl)-3,6-dimethyl-4-oxo-3,4-dihydroquinazolin-8-yl)ethyl)amino)picolinic acid